C(C1=CC=CC=C1)OC1=C(C=C(C=C1)O[Si](C)(C)C(C)(C)C)C[C@H](C(=O)OCC)O ethyl (R)-3-(2-(benzyloxy)-5-((tert-butyldimethylsilyl)oxy)phenyl)-2-hydroxypropanoate